Cl.N1[C@@H](CNCC1)C(=O)OC (S)-Methyl Piperazine-2-carboxylate Hydrochloride